(1R,3S)-3-(3-(((benzyloxy)carbonyl)amino)-1H-pyrazol-5-yl)cyclopentyl (3-methyloxetan-3-yl)carbamate CC1(COC1)NC(O[C@H]1C[C@H](CC1)C1=CC(=NN1)NC(=O)OCC1=CC=CC=C1)=O